FCN1CCCCC1 fluoromethylpiperidin